ClC1=NC(=CC=C1C(=O)N1CCN(CC1)C=1OC=2C(=NC(=CC2)Cl)N1)O (2-chloro-6-hydroxy-3-pyridyl)-[4-(5-chlorooxazolo[4,5-b]pyridin-2-yl)piperazin-1-yl]methanone